1-(Aminomethyl)-5-(methylamino)-4-oxo-3,4-dihydropyridin NCN1CCC(C(=C1)NC)=O